N1(CCOCC1)C(=S)SC1=CC=C(C=C1)C(C)(C)C 4-(tert-butyl)phenyl morpholine-4-carbodithioate